N1(N=NC=C1)CCCCNC(C1=CC(=CC=C1)N1N=C(N=C1C1=NC=C(C=N1)Br)CC)=O N-(4-(1-1H-1,2,3-triazolyl)butyl)-3-(5-(5-bromo-2-pyrimidinyl)-3-ethyl-1-1H-1,2,4-triazolyl)benzamide